CC(CC(=O)O)=CCCC(C)C 3,7-dimethyl-3-octenoic acid